4-(5-(cyclopropanesulfonyl)-2-((trans-4-methylcyclohexyl)amino)phenyl)-2,6-dimethyl-1-tosyl-1,6-dihydro-7H-pyrrolo[2,3-c]pyridin-7-one C1(CC1)S(=O)(=O)C=1C=CC(=C(C1)C=1C2=C(C(N(C1)C)=O)N(C(=C2)C)S(=O)(=O)C2=CC=C(C)C=C2)N[C@@H]2CC[C@H](CC2)C